CN1CCN(CC1)C=1C=C(C=CC1)NC1=NC=CC(=N1)NC1=NC(=NC=C1)C1=NC(=CC=C1)C N2-[3-(4-methylpiperazin-1-yl)phenyl]-N4-[2-(6-methyl-2-pyridyl)pyrimidin-4-yl]pyrimidine-2,4-diamine